CC1=CC(=NO1)NS(=O)(=O)N N-(5-methylisoxazol-3-yl)sulfamide